NCCC[Si]([O-])(C)C.[Na+] sodium (3-aminopropyl)dimethylsilanolate